C(=O)(O)[C@H](O)[C@@H](O)C(=O)O.C(C)C1=C(C=CC(=C1)O)C1=CC(=C2C(=NNC2=C1)C1=NC2=C(CN(CC2)C(CN2C[C@@H](OCC2)C)=O)N1)F (S)-1-(2-(6-(2-ethyl-4-hydroxyphenyl)-4-fluoro-1H-indazol-3-yl)-3,4,6,7-tetrahydro-5H-imidazo[4,5-c]pyridin-5-yl)-2-(2-methylmorpholino)ethan-1-one L-tartrate